C(C=C)(=O)O.C(C(=C)C)(=O)OCCCCO hydroxybutyl methacrylate acrylate